C(C)(C)(C)OC(=O)N[C@H](CCC(=O)OC)CC methyl (4S)-4-(tert-butoxycarbonylamino)hexanoate